C1(CC1)N1N=C(C(=C1)ONC1=C(C=CC=C1)C(F)(F)F)C1CCOCC1 ((1-cyclopropyl-3-(tetrahydro-2H-pyran-4-yl)-1H-pyrazol-4-yl)oxy)-2-(trifluoromethyl)aniline